ClC1=CC=C(C=C1)C1=C(C=C(C=C1)C(F)(F)F)NS(=O)(=O)C=1C=C(C(=O)O)C=CC1OC 3-(N-(4'-chloro-4-(trifluoromethyl)-[1,1'-biphenyl]-2-yl)sulfamoyl)-4-methoxybenzoic acid